4-amino-5-[2-(2-hydroxy-ethoxy)-ethyl]-phthalonitrile NC=1C=C(C(C#N)=CC1CCOCCO)C#N